C1(CCC1)OC1=C(C(=CC2=C1C(N1[C@@H](CO2)C[C@@H](C1)O)=O)C)F (2S,11aR)-6-Cyclobutoxy-7-fluoro-2-hydroxy-8-methyl-2,3,11,11a-tetrahydro-1H,5H-benzo[f]pyrrolo[2,1-c][1,4]oxazepin-5-one